3-(6,8-Difluoro-imidazo[1,2-a]pyridin-3-yl)-1-(2,2,2-trifluoro-ethyl)-1H-pyrazolo[4,3-c]pyridine-6-carboxylic acid (2-hydroxy-2-methyl-propyl)-amide OC(CNC(=O)C1=CC2=C(C=N1)C(=NN2CC(F)(F)F)C2=CN=C1N2C=C(C=C1F)F)(C)C